N[C@@H](CCCCN)C(=O)N[C@@H](CC(C)C)C(=O)O Lysylleucin